N-((2-(4-(4-azidobut-1-yn-1-yl)phenyl)thiazol-5-yl)methyl)-11-oxo-10,11-dihydrodibenzo[b,f][1,4]thiazepine-8-carboxamide 5,5-dioxide N(=[N+]=[N-])CCC#CC1=CC=C(C=C1)C=1SC(=CN1)CNC(=O)C1=CC2=C(S(C3=C(C(N2)=O)C=CC=C3)(=O)=O)C=C1